COC=1C=C(C=CC1)C1(CCCCC1)C(=O)N 1-(3-methoxyphenyl)cyclohexanecarboxamide